COCC1=C(C=CC(=C1)O)C1=CC=C(C=C1)O (methoxymethyl)-1,1'-biphenyl-4,4'-diol